5-((5-methyl-4-(propylamino)pyrimidin-2-yl)amino)benzo[c][1,2]oxaborol-1(3H)-ol CC=1C(=NC(=NC1)NC1=CC2=C(B(OC2)O)C=C1)NCCC